(2R)-4-(1-(2-Methoxyethyl)-4-methyl-1H-pyrazol-5-yl)-2-methylpiperidine COCCN1N=CC(=C1C1C[C@H](NCC1)C)C